C(C)(C)C1=CC=C2C(=NC=3N(C2=C1)C=NN3)N(C3=CC=CC=C3)C 8-Isopropyl-N-methyl-N-Phenyl-[1,2,4]triazolo[4,3-a]quinazolin-5-amine